3-[4-[1-[(2S)-5-[4-[4-(aminomethyl)-3-methyl-phenyl]pyrrolo[2,1-f][1,2,4]triazin-6-yl]-2-fluoro-pentyl]-4-piperidyl]phenyl]piperidine-2,6-dione NCC1=C(C=C(C=C1)C1=NC=NN2C1=CC(=C2)CCC[C@@H](CN2CCC(CC2)C2=CC=C(C=C2)C2C(NC(CC2)=O)=O)F)C